[Si](C)(C)(C(C)(C)C)OCC1=CC2=NC=CC(=C2S1)C=1C=C(C=C2CCCN(C12)C1CN(C(C1)(C)C)S(=O)(=O)C(C)(C)C)C#N 8-(2-(((tert-butyldimethylsilyl)oxy)methyl)thieno[3,2-b]pyridin-7-yl)-1-(1-(tert-butylsulfonyl)-5,5-dimethylpyrrolidin-3-yl)-1,2,3,4-tetrahydroquinoline-6-carbonitrile